C1(CCC1)S(=O)C=1C=C2C(=NC1)NN=C2 5-cyclobutylsulfinyl-1H-pyrazolo[3,4-b]pyridine